ClC1=NC(=CC(=C1)C=1C(=NN2C1N=C(C=C2)NCCN2CCOCC2)C=2C=C(C#N)C=CC2)C 3-[3-(2-Chloro-6-methyl-4-pyridyl)-5-(2-morpholinoethylamino)pyrazolo[1,5-a]pyrimidin-2-yl]benzonitrile